CC=1N=C(C2=C(N1)OC=C2C(=O)NC2(COC2)C2=CC=CC=C2)NC2(CC2)C methyl-4-[(1-methylcyclopropyl)amino]-N-(3-phenyloxetan-3-yl)furo[2,3-d]pyrimidine-5-carboxamide